ClC1=CC(=C(S1)C1=CC=C(C(=N1)C)OC1CCCCC1)CCl (1S,3S)-3-((6-(5-chloro-3-(chloromethyl)thiophen-2-yl)-2-methylpyridin-3-yl)oxy)cyclohexane